CCCCCCCC/C=C\CCCCCC(CC(=O)O[C@@H](CCC(=O)[O-])[N+](C)(C)C)O hexenoyl-L-carnitine